O1CC(=CC1)C=1C(=CC=C2N=CC(=NC12)C=1C=NN(C1)CC1(CC1)O)OC=1C=CC2=C(NC(=N2)C)C1F 1-({4-[8-(2,5-dihydrofuran-3-yl)-7-[(7-fluoro-2-methyl-1H-1,3-benzodiazol-6-yl)oxy]quinoxalin-2-yl]-1H-pyrazol-1-yl}methyl)cyclopropan-1-ol